3-(2'-(4-Methyl-4H-1,2,4-triazol-3-yl)-[1,1'-biphenyl]-3-yl)-5-(trifluoromethyl)pyridin-2(1H)-one CN1C(=NN=C1)C1=C(C=CC=C1)C1=CC(=CC=C1)C=1C(NC=C(C1)C(F)(F)F)=O